1-(2-(dimethylamino)ethyl)-N-(4-(1-(ethylsulfonyl)-1H-indol-3-yl)pyrimidin-2-yl)-1H-Indazol-5-amine CN(CCN1N=CC2=CC(=CC=C12)NC1=NC=CC(=N1)C1=CN(C2=CC=CC=C12)S(=O)(=O)CC)C